2,6-dichloroanilinediazonium ClC1=C(N[N+]#N)C(=CC=C1)Cl